ClC1=CC2=C(N=C(S2)N)C=C1 6-chlorobenzo[d]thiazole-2-amine